5-[3-(2-fluoro-4-{3-[(hex-5-yn-1-yl)amino]Prop-1-yn-1-yl}phenoxy)propyl]-1,3-thiazole-4-carboxylic acid FC1=C(OCCCC2=C(N=CS2)C(=O)O)C=CC(=C1)C#CCNCCCCC#C